4-bromo-N-((1R,2S)-2-hydroxycyclopentyl)-3-methylbenzenesulfonamide BrC1=C(C=C(C=C1)S(=O)(=O)N[C@H]1[C@H](CCC1)O)C